2,6-dimethylanisole CC1=C(C(=CC=C1)C)OC